ON1N=NC2=C1N=CC=C2 1-Hydroxy-7-azabenzotriazol